3,3'-diamino-4,4'-biphenyldiol NC=1C=C(C=CC1O)C1=CC(=C(C=C1)O)N